N-(2-{hexahydro-1H-furo[3,4-b]pyrrol-1-yl}pyrimidin-4-yl)-8-[(2r,3s)-3-(methylsulfonylmethyl)-2-methylazetidin-1-yl]-5-(propan-2-yl)isoquinolin-3-amine N1(C2C(CC1)COC2)C2=NC=CC(=N2)NC=2N=CC1=C(C=CC(=C1C2)C(C)C)N2[C@@H]([C@H](C2)CS(=O)(=O)C)C